COC1=CC(=CC(=C1)C(C)(C(=CCCCC)C(F)(F)F)C)OC 1,3-dimethoxy-5-(2-methyl-3-(trifluoromethyl)oct-3-en-2-yl)benzene